(oxetan-3-yl)pyrrolidin O1CC(C1)N1CCCC1